OC1=CC=C(C=C1)C1COC2=C(C(=CC=C2C1C1=CC=C(C=C1)O)O)C 3-(4-hydroxyphenyl)-4-(4-hydroxyphenyl)-8-methylchroman-7-ol